1,2,3,4-tetrahydro-1-oxo-2-naphthalenecarboxylic acid hydrazide O=C1C(CCC2=CC=CC=C12)C(=O)NN